OC1=C(C=CC=C1)CCNC(CC(CC(=O)O)(C)C)=O 5-((2-Hydroxyl-phenyl-ethyl)amino)-3,3-dimethyl-5-oxopentanoic acid